3-fluoro-5-(1-methyl-1H-pyrazol-3-yl)-4'-(trifluoromethyl)-[1,1'-biphenyl]-4-carbonitrile FC=1C=C(C=C(C1C#N)C1=NN(C=C1)C)C1=CC=C(C=C1)C(F)(F)F